(S)-7-amino-8-bromo-4-(trifluoromethyl)-3,4-dihydronaphthalen-1(2H)-one NC1=CC=C2[C@H](CCC(C2=C1Br)=O)C(F)(F)F